BrC=1C=C(C=CC1)C1=CC(=NO1)[C@]1(C(N(CC1)C)=O)O (R)-3-(5-(3-bromophenyl)isoxazol-3-yl)-3-hydroxy-1-methylpyrrolidin-2-one